ethyl 2-hydroxy-4-isothiocyanatobenzoate OC1=C(C(=O)OCC)C=CC(=C1)N=C=S